tributylammonium tetrakis(trifluoromethyl-phenyl)borate FC(F)(F)C1=C(C=CC=C1)[B-](C1=C(C=CC=C1)C(F)(F)F)(C1=C(C=CC=C1)C(F)(F)F)C1=C(C=CC=C1)C(F)(F)F.C(CCC)[NH+](CCCC)CCCC